O1CCC(CC1)C1=NC=2C(=NC=CC2C2CN(CC2)C(=O)C2=CC=C(C=C2)OC(F)(F)F)N1 [3-(2-tetrahydropyran-4-yl-3H-imidazo[4,5-b]pyridin-7-yl)pyrrolidin-1-yl]-[4-(trifluoromethoxy)phenyl]methanone